4-(4-(dimethylamino)benzylidene)-1-methyl-2-phenyl-imidazole-5-one CN(C1=CC=C(C=C2N=C(N(C2=O)C)C2=CC=CC=C2)C=C1)C